ClCCC(=C(C1=CC=C(C=C1)O)C1=CC=C(OCCNC(CCCCCCSC2=C3C(N(C(C3=CC=C2)=O)C2C(NC(CC2)=O)=O)=O)=O)C=C1)C1=CC=CC=C1 N-(2-(4-(4-chloro-1-(4-hydroxyphenyl)-2-phenylbut-1-en-1-yl)phenoxy)ethyl)-7-((2-(2,6-dioxopiperidin-3-yl)-1,3-dioxoisoindolin-4-yl)thio)heptanamide